S(N)(=O)(=O)C1=C(N=C(S1)N(C(CC1=CC=C(C=C1)C1=NC=CC=C1)=O)C)C N-[5-(sulfamoyl)-4-methyl-1,3-thiazol-2-yl]-N-methyl-2-[4-(2-pyridyl)phenyl]acetamide